ICC(=O)C(CNC1=C2C=CC=C(C2=CC=C1)S(=O)(=O)O)N 5-(2-iodoacetyl-aminoethyl)aminonaphthalene-1-sulfonic acid